N-(4-chloro-2-fluorophenyl)-6-(3-hydroxyprop-1-en-2-yl)-1H-pyrrolo[2,3-b]pyridine-3-sulfonamide ClC1=CC(=C(C=C1)NS(=O)(=O)C1=CNC2=NC(=CC=C21)C(=C)CO)F